C(C)(C)(C)OC(NC1=C(C(=CC=C1F)NC(C1=C(C(=CC(=C1)NC(=O)[C@@H]1C([C@H]1C1=CC(=CC(=C1)Cl)Cl)(Cl)Cl)F)Cl)=O)F)=O (3-(2-chloro-5-((1R,3R)-2,2-dichloro-3-(3,5-dichlorophenyl)cyclopropane-1-carboxamido)-3-fluorobenzamido)-2,6-difluorophenyl)carbamic acid tert-butyl ester